(6-methyl-2-(3-(piperidin-3-yl)indol-1-yl)pyrimidin-4-yl)-1H-indazol-5-amine CC1=CC(=NC(=N1)N1C=C(C2=CC=CC=C12)C1CNCCC1)N1N=CC2=CC(=CC=C12)N